4-(benzo[d]thiazol-2-ylmethoxy)-3-methoxyaniline S1C(=NC2=C1C=CC=C2)COC2=C(C=C(N)C=C2)OC